3-[5-(2,7-diazaspiro[3.5]nonan-7-yl)-1-oxo-isoindolin-2-yl]piperidine-2,6-dione C1NCC12CCN(CC2)C=2C=C1CN(C(C1=CC2)=O)C2C(NC(CC2)=O)=O